C(C1=CC=CC=C1)S(=O)(=O)NN TolueneSulfonyl-Hydrazine